FC1CC(N(C1)C(=O)C1=CN=CO1)C(=O)NC(C1=CC=C(C=C1)C(C)C)C1=CC=CC=C1 4-fluoro-1-(1,3-oxazole-5-carbonyl)-N-{phenyl-[4-(prop-2-yl)phenyl]methyl}pyrrolidine-2-carboxamide